N,N-dimethylbenzenamine CN(C1=CC=CC=C1)C